tert-butyl 6-((N-(tert-butoxycarbonyl) sulfamoyl) (2,2-difluoroethyl) amino)-2-azaspiro[3.3]heptane-2-carboxylate C(C)(C)(C)OC(=O)NS(=O)(=O)N(C1CC2(CN(C2)C(=O)OC(C)(C)C)C1)CC(F)F